C(=O)[O-].C(C)[N+]1(CCC(CC1)CCNC(C1=C(C=C(C=C1)NC=1C=2N(C=CN1)C(=CN2)C2=CC=C(C=C2)OC)C)=O)C 1-ethyl-4-(2-(4-((3-(4-methoxyphenyl)imidazo[1,2-a]pyrazin-8-yl)amino)-2-methylbenzamido)ethyl)-1-methylpiperidin-1-ium formate